(R)-4-amino-7-fluoro-N-methyl-N-(6-(trifluoromethyl)-2,3-dihydrobenzofuran-3-yl)imidazo[1,5-a]quinoxaline-8-carboxamide NC=1C=2N(C3=CC(=C(C=C3N1)F)C(=O)N([C@H]1COC3=C1C=CC(=C3)C(F)(F)F)C)C=NC2